1-(5,6-dimethylpyridine-3-yl)-4,4-difluoro-3,4-dihydro-isoquinoline CC=1C=C(C=NC1C)C1=NCC(C2=CC=CC=C12)(F)F